C(C1=CC=CC=C1)(=O)NC1=C(C=CC(=C1)OC)OC N-benzoyl-2,5-dimethoxyaniline